C(CCC)(=O)NC=1C=C(C(=O)NC(C(N2CC=CCC2C=2C=NC=CC2)=O)CC2=CC=CC=C2)C=CC1 3-butyramido-N-(1-oxo-3-phenyl-1-(6-(pyridin-3-yl)-5,6-dihydropyridin-1(2H)-yl)propan-2-yl)benzamide